Epoxypropyl-methoxyphenylether C(CC)C=1C(=C2C(=C(C1)OC1=C3C(=C(C(=C1)CCC)OC)O3)O2)OC